C(C)(=O)NC1=CC=NN1C1=NN=C(S1)NC(=O)C1=CC(=C(C(O1)=O)OCCOC(C)(C)C)C1=C(C=CC=C1OC)Cl N-(5-(5-acetamido-1H-pyrazol-1-yl)-1,3,4-thiadiazol-2-yl)-3-(2-(tert-butoxy)ethoxy)-4-(2-chloro-6-methoxyphenyl)-2-oxo-2H-pyran-6-carboxamide